C(C)(C)(C)OC(=O)N1C[C@@H]([C@H](CC1)OC=1C=C2C(=NC=NC2=CC1OC)C=1C(=NN(C1)C)C1=CC=CC=C1)F (3s,4s)-3-fluoro-4-((7-methoxy-4-(1-methyl-3-phenyl-1H-pyrazol-4-yl)quinazolin-6-yl)oxy)piperidine-1-carboxylic acid tert-butyl ester